1-(4-((4-(isoquinolin-6-ylamino)-7-methoxyquinazolin-6-yl)oxy)piperidin-1-yl)prop-2-en-1-one C1=NC=CC2=CC(=CC=C12)NC1=NC=NC2=CC(=C(C=C12)OC1CCN(CC1)C(C=C)=O)OC